(E)-2-(4-(6-chloro-8-fluoro-7-(2-fluoro-6-hydroxyphenyl)quinazolin-4-yl)piperazine-1-carbonyl)-4-methylpent-2-enenitrile ClC=1C=C2C(=NC=NC2=C(C1C1=C(C=CC=C1O)F)F)N1CCN(CC1)C(=O)\C(\C#N)=C\C(C)C